NC1=NC=NC=2C3=C(CC(C12)(C)C)C(=C(C=C3)O[C@@H]3CC[C@H](CC3)N)NC(C)=O N-[4-amino-8-(trans-4-aminocyclohexoxy)-5,5-dimethyl-6H-benzo[h]quinazolin-7-yl]acetamide